The molecule is an unsaturated fatty acyl-CoA resulting from the formal condensation of the thiol group of coenzyme A with the carboxy group of (3E,5Z)-tetradecadienoic acid. It is an unsaturated fatty acyl-CoA, a long-chain fatty acyl-CoA and an 11,12-saturated fatty acyl-CoA. It derives from a (3E,5Z)-tetradecadienoic acid. It is a conjugate acid of a (3E,5Z)-tetradecadienoyl-CoA(4-). CCCCCCCC/C=C\\C=C\\CC(=O)SCCNC(=O)CCNC(=O)[C@@H](C(C)(C)COP(=O)(O)OP(=O)(O)OC[C@@H]1[C@H]([C@H]([C@@H](O1)N2C=NC3=C(N=CN=C32)N)O)OP(=O)(O)O)O